CO[C@@H]1[C@H]2[C@@H](COP(=O)(O2)O)O[C@H]1N3C4=NC=NC(=C4N=C3NCCCCCCN)N The molecule is the 3',5'-cyclic purine nucleotide that is 3',5'-cyclic AMP substituted on C-8 by a 6-aminohexylamino group and methyl-substituted at O-2 of the ribose moiety.